[Cl-].[Cl-].C[SiH](C)[Hf+2](C1C(=CC2=C(C=CC=C12)C1=CC=CC=C1)C)C1C(=CC2=C(C=CC=C12)C1=CC=CC=C1)C rac-dimethylsilylbis(2-methyl-4-phenylindenyl)hafnium dichloride